TheopHylline N1(C)C(=O)N(C)C=2N=CNC2C1=O